COC1=CC=C2C=NN(C2=C1NS(=O)(=O)C=1C=NN(C1)C1=NC=CC(=C1)C(COC)(C)C)C N-(6-METHOXY-1-METHYL-1H-INDAZOL-7-YL)-1-(4-(1-METHOXY-2-METHYLPROPAN-2-YL)PYRIDIN-2-YL)-1H-PYRAZOLE-4-SULFONAMIDE